BrCC1=CC=C(OCC2=CC=CC3=CC=CC=C23)C=C1 ((4-(bromomethyl)phenoxy)methyl)naphthalene